3,4-diethoxyfuran C(C)OC1=COC=C1OCC